N-(2-Fmoc-aminoethyl)glycine C(=O)(OCC1C2=CC=CC=C2C2=CC=CC=C12)C(CNCC(=O)O)N